CCCC(CCCCCC)=O cis-4-decanal